3,5-difluoro-4-hydroxy-N-{[(1r,4r)-4-(5-methoxy-2H-pyrazolo[3,4-c]pyridin-2-yl)cyclohexyl]methyl}benzamide FC=1C=C(C(=O)NCC2CCC(CC2)N2N=C3C=NC(=CC3=C2)OC)C=C(C1O)F